octadecyl 3-((4-((3-(1H-imidazol-1-yl)propyl)amino)-3-(2-hexyldecanamido)-4-oxobutyl)thio)propanoate N1(C=NC=C1)CCCNC(C(CCSCCC(=O)OCCCCCCCCCCCCCCCCCC)NC(C(CCCCCCCC)CCCCCC)=O)=O